2-aminopyridine-3-carboxylic acid NC1=NC=CC=C1C(=O)O